FC=1C=C2C(CC3(N(C2=CC1)C)CCN(CC3)C(=O)NCC3=CC(=C(C=C3)F)OC)=O 6'-fluoro-N-(4-fluoro-3-methoxybenzyl)-1'-methyl-4'-oxo-3',4'-dihydro-1'H-spiro[piperidine-4,2'-quinoline]-1-carboxamide